N1C[C@@H](CCC1)C(=O)N (3R)-piperidin-3-carboxamide